CC1(C(C(CC(C1)=O)(C)C)C(=O)OC)C methyl 2,2,6,6-tetramethyl-4-oxocyclohexane-1-carboxylate